N[C@@H](C)C(=O)O.[Sc] scandium alanine